FC1=CC=C(C=C1)N1C=C(C2=CC=CC=C12)CCCCN1CCC(CC1)C1=CC=C(C=C1)F 1-(4-fluorophenyl)-3-[4-[4-(4-fluorophenyl)-1-piperidinyl]-1-butyl]-1H-indole